FC1=CC2=C(O[C@H](CO2)C(=O)O)C=C1 (R)-6-fluoro-2,3-dihydrobenzo[b][1,4]dioxine-2-carboxylic acid